[O-2].[In+3].[Ga+3].[Ta+5] tantalum gallium indium oxide